[SnH3][NH-] Stannylamide